FC1=CC=C2C(=CNC(C2=C1F)=O)C(C)N(C(=O)NC1=CC=C(C=C1)F)CC 1-(1-(7,8-Difluoro-1-oxo-1,2-dihydroisoquinolin-4-yl)ethyl)-1-ethyl-3-(4-fluorophenyl)urea